ClC=1C=CC(=C(C1)C1=C(C=NC(=C1)N1C(COCC1)=O)C(=O)NC=1SC=2C(=NC=C(N2)C2=CC=C(C=C2)C#N)N1)OC 4-(5-chloro-2-methoxyphenyl)-N-(6-(4-cyanophenyl)thiazolo[4,5-b]pyrazin-2-yl)-6-(3-oxomorpholinyl)pyridine-3-carboxamide